N-((5-fluoro-2,3-dihydrobenzofuran-4-yl)methyl)-8-(3-methylimidazo[1,2-a]pyridin-8-yl)-[1,2,4]triazolo[4,3-c]pyrimidin-5-amine FC=1C=CC2=C(CCO2)C1CNC1=NC=C(C=2N1C=NN2)C=2C=1N(C=CC2)C(=CN1)C